C(C1=CC=CC=C1)OC=1C(=C(C=C(C1)CC1=CC=C(C=C1)S(=O)(=O)[O-])CC1=CC=C(C=C1)S(=O)(=O)[O-])C(=O)N1CC2=CC=CC(=C2C1)NC1COCC1 5-(benzyloxy)-4-(4-((tetrahydrofuran-3-yl) amino) isoindoline-2-carbonyl)-1,3-phenylenedi(4-Toluenesulfonate)